COC1=NC=C(C(=N1)OC)C=1C=C(C=2N(N1)C=CN2)N2C[C@@H](CC2)C(F)(F)F 6-(2,4-dimethoxypyrimidin-5-yl)-8-[(3R)-3-(trifluoromethyl)pyrrolidin-1-yl]imidazo[1,2-b]pyridazine